C(C1=CC=CC=C1)OC(=O)NCCCCCCCC(=O)O 8-{[(benzyloxy)carbonyl]amino}octanoic acid